Ethyl (E)-4-((4-chloro-3-methylphenyl) (3-(dimethylamino) propyl) amino)-4-oxobut-2-enoate ClC1=C(C=C(C=C1)N(C(/C=C/C(=O)OCC)=O)CCCN(C)C)C